ClC1=C(C=CC=C1N1ONC2=NC(=CN=C2O1)Cl)NC(=O)C=1C=CC=C2C=CN(C12)C N-(2-chloro-3-(7-chloro-2,4-diOxa-1,2-dihydropteridin-3(4H)-yl)phenyl)-1-methyl-1H-indole-7-carboxamide